ONC(CCCCCCC(=O)NC=1C=NC=CC1)=O N1-Hydroxy-N8-3-pyridinyl-octanediamide